3-fluoro-4-((7-fluoro-1,5-naphthyridin-4-yl)oxy)aniline FC=1C=C(N)C=CC1OC1=CC=NC2=CC(=CN=C12)F